N-(2-chloro-4-(3,4-dihydro-2H-pyran-6-yl)pyridin-3-yl)-2-isopropoxy-pyrimidine-5-carboxamide ClC1=NC=CC(=C1NC(=O)C=1C=NC(=NC1)OC(C)C)C1=CCCCO1